C1(CC1)C=1N=NN(C1)[C@H](C(=O)N1[C@@H](C[C@H](C1)O)C(=O)NC1(CCOCC1)C1=CC(=NO1)C)C(C)(C)C (2S,4r)-1-[(2S)-2-(4-cyclopropyl-triazol-1-yl)-3,3-dimethyl-butyryl]-4-hydroxy-N-[4-(3-methyl-isoxazol-5-yl)tetrahydropyran-4-yl]pyrrolidine-2-carboxamide